tert-butyl (1R,4R)-5-(4-nitro-3-vinylphenyl)-2,5-diazabicyclo[2.2.1]heptane-2-carboxylate [N+](=O)([O-])C1=C(C=C(C=C1)N1[C@H]2CN([C@@H](C1)C2)C(=O)OC(C)(C)C)C=C